4-indazol-1-yl-2-(4,4,6,6-tetramethyl-1,3,2-dioxaborinan-2-yl)benzaldehyde N1(N=CC2=CC=CC=C12)C1=CC(=C(C=O)C=C1)B1OC(CC(O1)(C)C)(C)C